3-((2-(3-(dimethylamino)phenoxy)ethoxy)methyl)-N-(3-methoxybenzyl)-N-(3-(pyrrolidin-1-yl)benzyl)aniline CN(C=1C=C(OCCOCC=2C=C(N(CC3=CC(=CC=C3)N3CCCC3)CC3=CC(=CC=C3)OC)C=CC2)C=CC1)C